Ethyl 2-amino-6-(cyanomethyl)-7-oxo-6-phenyl-4,5,6,7-tetrahydrobenzo[b]thiophene-3-carboxylate NC1=C(C2=C(S1)C(C(CC2)(C2=CC=CC=C2)CC#N)=O)C(=O)OCC